(2S,5R)-5-(2-chlorophenyl)-1-(4-(2-methoxypyrimidin-4-yl)benzoyl)pyrrolidine-2-carboxylic acid ClC1=C(C=CC=C1)[C@H]1CC[C@H](N1C(C1=CC=C(C=C1)C1=NC(=NC=C1)OC)=O)C(=O)O